2-[[(4R)-4-[(3R,5S,7S,8R,9S,10S,13R,14S,17R)-3,7-dihydroxy-10,13-dimethyl-2,3,4,5,6,7,8,9,11,12,14,15,16,17-tetradecahydro-1H-cyclopenta[a]phenanthren-17-yl]pentanoyl]amino]acetic acid O[C@@H]1CC[C@@]2([C@H]3CC[C@@]4([C@H](CC[C@H]4[C@@H]3[C@H](C[C@@H]2C1)O)[C@@H](CCC(=O)NCC(=O)O)C)C)C